N-[(2S,3R)-4,4-difluoro-2-[(2-fluoro-3',5'-dimethyl[1,1'-biphenyl]-3-yl)methyl]-1-(1-hydroxycyclobutane-1-carbonyl)pyrrolidin-3-yl]ethanesulfonamide FC1([C@@H]([C@@H](N(C1)C(=O)C1(CCC1)O)CC=1C(=C(C=CC1)C1=CC(=CC(=C1)C)C)F)NS(=O)(=O)CC)F